FC=1C=CC(=C(C1)C1CCN(CC1)C1CC2(CNC2)CC1)C1CCOCC1 6-(4-(5-fluoro-2-(tetrahydro-2H-pyran-4-yl)phenyl)piperidin-1-yl)-2-azaspiro[3.4]octane